C(#N)[C@H](C[C@H]1C(NCC1)=O)NC(=O)[C@@H]1N(C[C@H]2[C@@H]1CC(C2)(F)F)C(=O)C=2NC1=CC=CC(=C1C2)OC (1R,3aR,6aS)-N-((S)-1-cyano-2-((S)-2-oxopyrrolidin-3-yl)ethyl)-2-(4-methoxy-1H-indole-2-carbonyl)-5,5-difluorooctahydrocyclopenta[c]pyrrole-1-carboxamide